OCCC1CCN(CC1)C1=CC=C(C=C1)C1C(NC(CC1)=O)=O 3-[4-[4-(2-hydroxyethyl)-1-piperidyl]phenyl]piperidine-2,6-dione